N1,N1'-(butane-1,4-diyl)bis(N4-hydroxy-N1-(3-(4-(hydroxy(methyl)amino)-4-oxobutanamido)propyl)-N4-methylsuccinamide) C(CCCN(C(CCC(=O)N(O)C)=O)CCCNC(CCC(N(C)O)=O)=O)N(C(CCC(=O)N(C)O)=O)CCCNC(CCC(=O)N(C)O)=O